2-iodo-N-(4-methylphenyl)benzamide IC1=C(C(=O)NC2=CC=C(C=C2)C)C=CC=C1